tert-butyl 4-[4-[(7-fluoro-2-methyl-indazol-5-yl)carbamoyl]-2-methoxy-1,3-benzothiazol-7-yl]-2,3-dimethyl-piperazine-1-carboxylate FC1=CC(=CC2=CN(N=C12)C)NC(=O)C1=CC=C(C2=C1N=C(S2)OC)N2C(C(N(CC2)C(=O)OC(C)(C)C)C)C